7-[2-(tert-butoxycarbonylamino)ethyl-[8-(1-octylnonoxy)-8-oxo-octyl]amino]heptyl 2-octyldecanoate C(CCCCCCC)C(C(=O)OCCCCCCCN(CCCCCCCC(=O)OC(CCCCCCCC)CCCCCCCC)CCNC(=O)OC(C)(C)C)CCCCCCCC